C1(=CC=CC=C1)N1N=C(CC1=O)C(F)(F)F 1-phenyl-3-(trifluoromethyl)-1H-pyrazol-5(4H)-one